Cl.ClC1=CC(=CC(=N1)C1=CC(=NC(=N1)C)C(=O)NC)C1CNCC(O1)C(F)(F)F 6-(6-chloro-4-(6-(trifluoromethyl)morpholin-2-yl)pyridin-2-yl)-N,2-dimethylpyrimidine-4-carboxamide hydrochloride